N-((S)-1-(2-((3S,5S,7S)-adamantane-1-carbonyl)hydrazino)-3-(1H-indol-3-yl)-1-oxopropan-2-yl)-4-methylbenzenesulfonamide C12(CC3CC(CC(C1)C3)C2)C(=O)NNC([C@H](CC2=CNC3=CC=CC=C23)NS(=O)(=O)C2=CC=C(C=C2)C)=O